1-[2-[12-[2-(methoxymethoxy)phenyl]-3-methyl-4,8,10,11-tetrazatricyclo[7.4.0.02,7]trideca-1(9),2(7),10,12-tetraen-4-yl]pyrimidin-5-yl]piperidine-4-carbaldehyde COCOC1=C(C=CC=C1)C=1N=NC=2NC=3CCN(C(C3C2C1)C)C1=NC=C(C=N1)N1CCC(CC1)C=O